C(#N)C=1C=CC(=NC1)N(C(=O)C=1N(C2=CC(=CC=C2C1)F)S(=O)(=O)C1=CC=CC=C1)CCOC N-(5-cyanopyridin-2-yl)-6-fluoro-N-(2-methoxyethyl)-1-(phenylsulfonyl)-1H-indole-2-carboxamide